ClC=1C(=NC=C(C1NC=1C(=C2C(N(C=NC2=CC1)C)=O)C)Cl)NS(=O)(=O)CCC N-(3,5-dichloro-4-((3,5-dimethyl-4-oxo-3,4-dihydroquinazolin-6-yl)amino)pyridin-2-yl)propane-1-sulfonamide